3-{[(3-Hydroxy-2-(pyridin-2-yl)-4,5,6,7-tetrahydro-2H-indazol-5-yl)methylamino]methyl}benzonitrile OC=1N(N=C2CCC(CC12)CNCC=1C=C(C#N)C=CC1)C1=NC=CC=C1